FC=1C=C(OC=2C=C(C3=C(OCCO3)C2)NC(=O)[C@@H]2N(C(CC2)=O)C)C=CC1F (R)-N-(7-(3,4-difluorophenoxy)-2,3-dihydrobenzo[b][1,4]dioxin-5-yl)-1-methyl-5-oxopyrrolidine-2-carboxamide